2-CHLOROFURAN-3-YLBORONIC ACID ClC=1OC=CC1B(O)O